2-(2-chlorophenyl)-N-{4-[1-(2-methoxyethyl)-1H-pyrazol-4-yl]-3-sulfamoylphenyl}acetamide methyl-6-chloro-3-(3-chlorophenoxy)-5-methyl-pyridazine-4-carboxylate COC(=O)C1=C(N=NC(=C1C)Cl)OC1=CC(=CC=C1)Cl.ClC1=C(C=CC=C1)CC(=O)NC1=CC(=C(C=C1)C=1C=NN(C1)CCOC)S(N)(=O)=O